ClC=1C=CC2=C(CN=C(C(=N2)C2=CC=CC=C2)C2=CC=CC=C2)C1 7-chloro-2,3-diphenyl-5H-1,4-benzodiazepine